C(C)(C)(C)OC(=O)N1C2CN(CC1CC2)C=2C1=C(N=C(N2)OCC23CCCN3CCC2)CN(CC1)C(=O)OCC1=CC=CC=C1 Benzyl 4-(8-(tert-butoxycarbonyl)-3,8-diazabicyclo[3.2.1]octan-3-yl)-2-((tetrahydro-1H-pyrrolizin-7a(5H)-yl) methoxy)-5,8-dihydropyrido[3,4-d]pyrimidine-7(6H)-carboxylate